C(#N)C1=NC2=CC(=CC(=C2N=C1N1CCN(CC1)C=1SC2=C(N1)C=C(C=C2)C(F)(F)F)[C@@H](C)NC2=C(C(=O)O)C=CC=C2)C (R)-2-((1-(2-cyano-7-methyl-3-(4-(5-(trifluoromethyl)benzo[d]thiazol-2-yl)piperazin-1-yl)quinoxalin-5-yl)ethyl)amino)benzoic acid